oxo-4-(trifluoromethyl)isoindolin O=C1NCC2=C(C=CC=C12)C(F)(F)F